N-[(1r,3s)-3-[[6-chloro-2-(trifluoromethyl)-4-quinolinyl]amino]cyclohexyl]-3-methyl-1H-pyrazole-4-carboxamide ClC=1C=C2C(=CC(=NC2=CC1)C(F)(F)F)N[C@@H]1C[C@@H](CCC1)NC(=O)C=1C(=NNC1)C